ClC1=CC2=C(C(N3[C@@H](CO2)CN(CC3)C(=O)OC(C)(C)C)=O)C(=N1)N1[C@H](COCC1)C tert-Butyl (R)-3-chloro-1-((S)-3-methylmorpholino)-12-oxo-6a,7,9,10-tetrahydro-12H-pyrazino[2,1-c]pyrido[3,4-f][1,4]oxazepine-8(6H)-carboxylate